N-(3-chloro-5-fluoroisonicotinoyl)-O-((1S,3S)-3-(2-(5,6,7,8-tetrahydro-1,8-naphthyridin-2-yl)ethyl)cyclobutyl)-L-homoserine ClC1=C(C(=O)N[C@@H](CCOC2CC(C2)CCC2=NC=3NCCCC3C=C2)C(=O)O)C(=CN=C1)F